3,7-dimethyl-uric acid CN1C(NC(C=2N(C(NC12)=O)C)=O)=O